C(C1=CN=CC=C1)(=O)OC1CC(CCC1C(C)C)C Menthyl nicotinate